7-(4-aminophenyl)-octahydro-2,7-naphthyridine-2-carboxylic acid tert-butyl ester C(C)(C)(C)OC(=O)N1CC2CN(CCC2CC1)C1=CC=C(C=C1)N